tert-butyl-(7-bromo-2-thioxo-2,3,4,5-tetrahydro-1H-1-benzazepin-4-yl)carbamate C(C)(C)(C)OC(NC1CC(NC2=C(C1)C=C(C=C2)Br)=S)=O